C(C)C1=CC2=C(N(C(C(N2C)=O)=O)C2CCNCC2)N=C1 4-(7-ethyl-1-methyl-2,3-dioxo-2,3-dihydropyrido[2,3-b]pyrazin-4(1H)-yl)piperidine